5-(2-(5-fluoro-1H-indol-3-yl)ethyl)-6-(piperidin-4-ylmethyl)-5,6,7,8-tetrahydro-[1,3]dioxazolo[4,5-g]isoquinoline FC=1C=C2C(=CNC2=CC1)CCC1N(CCC=2C=C3C(=CC12)ONO3)CC3CCNCC3